3-(6-[(2S,4E)-2-(Hydroxymethyl)-4-(methoxyimino)pyrrolidine-1-carbonyl]-4-methoxypyridin-3-yl)-2-methylbenzonitrile OC[C@H]1N(C/C(/C1)=N/OC)C(=O)C1=CC(=C(C=N1)C=1C(=C(C#N)C=CC1)C)OC